(S,E)-N-((6'-bromospiro[cyclopropane-1,3'-isochroman]-8'-yl)methylene)-2-methylpropane-2-Sulfinamide BrC=1C=C2CC3(OCC2=C(C1)\C=N\[S@@](=O)C(C)(C)C)CC3